The molecule is the 2-formyl derivative of glutaric acid. It is a dicarboxylic acid and an aldehyde. It derives from a glutaric acid. It is a conjugate acid of a 2-formylglutarate(2-). C(CC(=O)O)C(C=O)C(=O)O